4-chloro-3-((((2-((6,6-dimethylpiperidin-3-yl)oxy)-8-isopropylpyrazolo[1,5-a][1,3,5]triazin-4-yl)amino)Methyl)phenyl)-2-fluoroacrylamide ClC1=CC(=C(C=C1)C=C(C(=O)N)F)CNC1=NC(=NC=2N1N=CC2C(C)C)OC2CNC(CC2)(C)C